CC1=CC(=NC=C1C=1C=2N(C3=CC(=NC=C3C1)NC)C=CN2)[C@@H](CCC)O |r| Racemic-1-(4-methyl-5-(8-(methylamino)imidazo[1,2-a][1,6]naphthyridin-4-yl)pyridin-2-yl)butan-1-ol